3-ethynyl-2,3-dihydroindolizin-5(1H)-one C(#C)C1CCC2=CC=CC(N12)=O